(3R)-3-(2-iodophenoxy)-1-[2-[2-methyl-4-[1-tetrahydropyran-2-yl-3-[(E)-2-(4,4,5,5-tetramethyl-1,3,2-dioxaborolan-2-yl)vinyl]indazol-5-yl]pyrazol-3-yl]oxyethyl]pyrrolidin-2-one IC1=C(O[C@H]2C(N(CC2)CCOC=2N(N=CC2C=2C=C3C(=NN(C3=CC2)C2OCCCC2)\C=C\B2OC(C(O2)(C)C)(C)C)C)=O)C=CC=C1